4-methyl-1,3-diaminocyclohexane CC1C(CC(CC1)N)N